C[C@]1(C[C@]2(CN(C(O2)=O)C=2C(=NC=CC2)OC)CCC1)CN1C=NC2=C1C=C(C=C2)C#N 1-({(5s,7s)-7-methyl-3-[2-(methoxy)-3-pyridinyl]-2-oxo-1-oxa-3-azaspiro[4.5]decan-7-yl}methyl)-1H-benzimidazole-6-carbonitrile